C(C)OC1=C(C=CC=C1)NC(C(=O)NC1=C(C=CC=C1)CC)=O N-(2-ethoxyphenyl)-N'-(2-ethyl-phenyl)-ethanediamide